tert-butyl (R)-4-(2-((tert-butoxycarbonyl)-amino)-2-methylpropyl)-2-oxopiperidine-1-carboxylate C(C)(C)(C)OC(=O)NC(C[C@@H]1CC(N(CC1)C(=O)OC(C)(C)C)=O)(C)C